methyl 4-(bromomethyl)-5-chloro-pyrazolo[1,5-a]pyridine-3-carboxylate BrCC=1C=2N(C=CC1Cl)N=CC2C(=O)OC